C(C)(C)N1OC(C2C1C(CC(C2)C2=C(C=CC=C2)C)C)(C)C 1-isopropyl-3,3,7-trimethyl-5-(o-tolyl)octahydrobenzo[c]isoxazole